bicyclo[1.1.1]pentan-3-amine hydrochloride Cl.C12CC(C1)(C2)N